3-((1S,3S)-1-(3-bromophenyl)-3-(methoxy-d3)cyclobutyl)-4-methyl-4H-1,2,4-triazole BrC=1C=C(C=CC1)C1(CC(C1)OC([2H])([2H])[2H])C1=NN=CN1C